C(CCCCC(C)C)OC(CCCCCCC\C=C/CCCC)=O (Z)-9-tetradecenoic acid isooctyl ester